ClC1=CC=C2C(=NN(C2=C1C)C=1C=NC(=CC1)F)I 6-chloro-1-(6-fluoropyridin-3-yl)-3-iodo-7-methyl-1H-indazole